(S)-N-(2-(4-(4-cyclopropylpiperazin-1-yl)piperidin-1-yl)-5-((6-(3-(2,3'-difluoro-[1,1'-biphenyl]-3-yl)-isoxazolidin-2-yl)-pyrimidin-4-yl)-amino)-4-methoxy-phenyl)acrylamide C1(CC1)N1CCN(CC1)C1CCN(CC1)C1=C(C=C(C(=C1)OC)NC1=NC=NC(=C1)N1OCC[C@H]1C=1C(=C(C=CC1)C1=CC(=CC=C1)F)F)NC(C=C)=O